CN1S(N(C=C(C1C1=CC=CC=C1)NC(OC(C)(C)C)=O)C)(=O)=O tert-Butyl (2,6-dimethyl-1,1-dioxido-3-phenyl-3,6-dihydro-2H-1,2,6-thiadiazin-4-yl)carbamate